N1(CCC[C@H]2CCCC[C@H]12)C([C@@H](CO)N(CC1=C(C=C(C=C1)OC)N1CCOCC1)C1CC1)=O (2R)-1-[(4aR,8aS)-decahydroquinolin-1-yl]-2-[cyclopropyl({[4-methoxy-2-(morpholin-4-yl)phenyl]methyl})amino]-3-hydroxypropan-1-one